(3-bromobenzenesulfonyl)-5-(2-fluorophenyl)-1H-pyrrole-3-carbaldehyde BrC=1C=C(C=CC1)S(=O)(=O)N1C=C(C=C1C1=C(C=CC=C1)F)C=O